O1C(NC2=C1C=CC(=C2)NC2=NC(=NC=C2C)NC=2C=NC(=CC2)N2CCN(CCC2)C)=O N4-(benzoxazol-2(3H)-on-5-yl)-N2-(6-(4-methyl-1,4-diazepan-1-yl)pyridin-3-yl)-5-methylpyrimidine-2,4-diamine